N-(4-fluoro-5-(((2S,4R)-2-methyl-4-((3-methyl-3H-[1,2,3]triazolo[4,5-b]pyridin-5-yl)oxy)pyrrolidin-1-yl)methyl)thiazol-2-yl)acetamide FC=1N=C(SC1CN1[C@H](C[C@H](C1)OC1=CC=C2C(=N1)N(N=N2)C)C)NC(C)=O